ClC1=C(C=CC(=C1)OCCN1CCNCC1)C=1N(C2=NC=NC(=C2N1)OC1(CC1)C)CC1=CC(=NC=C1)C 8-(2-chloro-4-(2-(piperazin-1-yl)ethoxy)phenyl)-6-(1-methylcyclopropoxy)-9-((2-methylpyridin-4-yl)methyl)-9H-purine